6-amino-5-{[(tert-butyldimethylsilyl)oxy]methyl}-1-[(1S)-1-[3-(trifluoromethoxy)phenyl]ethyl]quinoxalin-2-one NC=1C(=C2N=CC(N(C2=CC1)[C@@H](C)C1=CC(=CC=C1)OC(F)(F)F)=O)CO[Si](C)(C)C(C)(C)C